C(C)(C)(C)C=1C=C(C=C(C1O)C(C)(C)C)CCC(=O)OC(CCCCC)OC(CCC1=CC(=C(C(=C1)C(C)(C)C)O)C(C)(C)C)=O hexanediol bis[3-(3,5-di-tertiary butyl-4-hydroxyphenyl) propionate]